BrC1=CC=C(CN2N=C(C=C2C)C)C=C1 (4-bromobenzyl)-3,5-dimethyl-1H-pyrazole